1-(4-(4-((5-chloro-4-((2-(dimethylphosphoryl)phenyl)amino)pyrimidin-2-yl)amino)-5-methoxy-2-nitrophenyl)piperazin-1-yl)ethan-1-one ClC=1C(=NC(=NC1)NC1=CC(=C(C=C1OC)N1CCN(CC1)C(C)=O)[N+](=O)[O-])NC1=C(C=CC=C1)P(=O)(C)C